C(C)(C)C=1C=NN2C1N=C(C=C2O)C2=NC(=NC=C2)SC 3-isopropyl-5-(2-methylsulfanylpyrimidin-4-yl)pyrazolo[1,5-a]pyrimidin-7-ol